1-((6-cyclopropylimidazo[1,2-a]pyridin-2-yl)methyl)-N-(2-fluoro-3-methoxy-6-(1H-tetrazol-1-yl)benzyl)-1H-imidazole-4-carboxamide C1(CC1)C=1C=CC=2N(C1)C=C(N2)CN2C=NC(=C2)C(=O)NCC2=C(C(=CC=C2N2N=NN=C2)OC)F